COC=1C(=NC=C(C(=O)NC2=CC(=CC=C2)[C@H](C)NC2=CN=C3C(=N2)N(N=C3)C)C1)C (S)-5-methoxy-6-methyl-N-(3-(1-((1-methyl-1H-pyrazolo[3,4-b]pyrazin-6-yl)amino)ethyl)phenyl)nicotinamide